indoline-1-sulfonate N1(CCC2=CC=CC=C12)S(=O)(=O)[O-]